2-((1S)-1-aminoethyl)-5-(2-(1-methylpyrazol-4-yl)ethynyl)-3-phenylquinazolin-4-one N[C@@H](C)C1=NC2=CC=CC(=C2C(N1C1=CC=CC=C1)=O)C#CC=1C=NN(C1)C